N1(C=NC=C1)C=1N=C(C2=C(N1)CCC2)C(=O)OC methyl 2-(imidazol-1-yl)-5H,6H,7H-cyclopenta[d]pyrimidine-4-carboxylate